2,4-dimethyl-5-[4-(1-methyl-1H-pyrazol-4-yl)-benzyl]-benzofuran-7-carboxylic acid methyl ester COC(=O)C1=CC(=C(C=2C=C(OC21)C)C)CC2=CC=C(C=C2)C=2C=NN(C2)C